CC1CCN(CC1)C[C@H]1NCC2=CC=CC=C2C1 (3S)-3-[(4-methyl-1-piperidinyl)methyl]-1,2,3,4-tetrahydroisoquinoline